N[C@@H]1CN(CC1)S(=O)(=O)NC(=O)C=1C(=NC(=CC1)C1=CC(=CC=C1)C(F)(F)F)N1C(C[C@@H](C1)C)(C)C N-[(3S)-3-Aminopyrrolidin-1-yl]sulfonyl-6-[3-(trifluoromethyl)phenyl]-2-[(4S)-2,2,4-trimethylpyrrolidin-1-yl]pyridin-3-carboxamid